2-chloro-2-hydroxypropyl-hexadecane ClC(CCCCCCCCCCCCCCCCC)(C)O